FC(C(=O)O)(F)F.COC1=C(C(=CC(=C1)C1=CN(C(C2=CN=CC=C12)=O)C)OC)CN1CC(C1)C(=O)O 1-[[2,6-dimethoxy-4-(2-methyl-1-oxo-1,2-dihydro-2,7-naphthyridin-4-yl)phenyl]methyl]azetidine-3-carboxylic acid trifluoroacetic acid salt